N1N=CC2=CC(=CC=C12)C1(C(N(C=C1)C)C)C(=O)NCC1=C(C(=CC=C1)OC)C 3-(1H-indazol-5-yl)-N3-(3-methoxy-2-methylbenzyl)-1,2-dimethyl-1H-pyrrole-3-carboxamide